1,2-bis(4-octylthiophen-2-yl)ethane-1,2-dione C(CCCCCCC)C=1C=C(SC1)C(C(=O)C=1SC=C(C1)CCCCCCCC)=O